3-(3-(1-(1-(5-((4,6-difluoro-1H-indol-5-yl)oxy)-2-fluorophenyl)-5-ethoxy-1H-pyrazol-3-yl)ethyl)-2-fluorophenyl)propanoic acid FC1=C2C=CNC2=CC(=C1OC=1C=CC(=C(C1)N1N=C(C=C1OCC)C(C)C=1C(=C(C=CC1)CCC(=O)O)F)F)F